BrC1=CC=C2[C@](N(C(C2=C1)=O)CC1=NC=C(C=C1)Cl)(OCC1(CC1)CO)C1=CC=C(C=C1)Cl (3R)-6-bromo-3-(4-chlorophenyl)-2-[(5-chloropyridin-2-yl)methyl]-3-{[1-(hydroxymethyl)cyclopropyl]Methoxy}-2,3-dihydro-1H-isoindol-1-one